C1(CCCCC1)OC(=O)C1CCC(CC1)C(=O)OC1CCCCC1 cyclohexane-1,4-dicarboxylic acid dicyclohexyl ester